1-[2-chloro-3-(trifluoroethoxymethyl)-4-(methylsulfonyl)phenyl]ethanone ClC1=C(C=CC(=C1COCC(F)(F)F)S(=O)(=O)C)C(C)=O